ClC1=CC=C(C=C1)C1=CC2=C(N=CN(C2=O)CC(C)(C)CC(=O)[O-])C(=N1)C=1C=NC=CC1 1-(6-(4-chlorophenyl)-4-oxo-8-(pyridin-3-yl) pyrido[3,4-d]pyrimidin-3(4H)-yl)-2-methylpropan-2-ylacetate